O=C1NC(CCC1N1C(C2=C(C(=C(C(=C2C1=O)F)F)O)F)=O)=O 2-(2,6-Dioxopiperidin-3-yl)-4,5,7-trifluoro-6-hydroxyisoindoline-1,3-dione